7-amino-4-methyl-2-quinolone NC1=CC=C2C(=CC(NC2=C1)=O)C